CN(CCOC=1N=C2C(=CC=NC2=CC1)OC1=C(C=C(C=C1)NC(=O)C=1C(N(C(=CC1)C)C1=CC=C(C=C1)F)=O)F)C N-[4-[[6-[2-(Dimethylamino)ethoxy]-1,5-naphthyridin-4-yl]oxy]-3-fluorophenyl]-1-(4-fluorophenyl)-6-methyl-2-oxopyridine-3-carboxamide